1-(2-(2,6-dioxopiperidin-3-yl)-1,3-dioxoisoindoline-5-yl)piperidine O=C1NC(CCC1N1C(C2=CC=C(C=C2C1=O)N1CCCCC1)=O)=O